(E)-1-(2-(2-(2,4,6-trimethylphenylimino)-10-methoxy-9-(methoxy-d3)-4-oxo-6,7-dihydro-2H-pyrimido[6,1-a]isoquinolin-3(4H)-yl)ethyl)urea CC1=C(C(=CC(=C1)C)C)\N=C/1\N(C(N2C(C3=CC(=C(C=C3CC2)OC([2H])([2H])[2H])OC)=C1)=O)CCNC(=O)N